ClC=1C=C(C=C(C1F)Cl)[C@@]1(CC(=NO1)C1=CC(=C(C(=O)NC=2C(N(OC2)CC)=O)C=C1)C)C(F)(F)F 4-[(5S)-5-(3,5-dichloro-4-fluorophenyl)-4,5-dihydro-5-(trifluoromethyl)-3-isoxazolyl]-N-[(4R)-2-ethyl-3-oxo-4-isoxazolinyl]-2-methylbenzamide